5-Bromo-7-methyl-1-toluenesulfonyl-1H-indole-4-carbaldehyde BrC1=C(C=2C=CN(C2C(=C1)C)S(=O)(=O)CC1=CC=CC=C1)C=O